CC1=CC=2C(=C3C(C4=CC=CC=C4C(=C3C(C2C=C1)=O)OC(C)=O)=O)OC(C)=O 2-methyl-5,11-dioxo-6,12-bis(acetoxy)naphthacene